C1(=CC=C(C=C1)CC(=O)NC[C@H]([C@@H](O)[C@H]1[C@@H]([C@H](C[C@](O1)(C(=O)OC)SC1=CC=C(C=C1)C)O)NC(CO)=O)O)C1=CC=CC=C1 methyl (2R,4S,5R,6R)-6-((1R,2R)-3-(2-([1,1'-biphenyl]-4-yl)acetamido)-1,2-dihydroxypropyl)-4-hydroxy-5-(2-hydroxyacetamido)-2-(p-tolylthio)tetrahydro-2H-pyran-2-carboxylate